7-(((2R,3S)-1,3,4-trihydroxybutan-2-ylamino)methyl)-3H-pyrrolo[3,2-d]pyrimidin-4(5H)-one OC[C@H]([C@@H](CO)O)NCC1=CNC2=C1N=CNC2=O